tert-butyl (R)-(1-(6-methyl-5-(trifluoromethyl)pyridin-3-yl)pyrrolidin-3-yl)carbamate CC1=C(C=C(C=N1)N1C[C@@H](CC1)NC(OC(C)(C)C)=O)C(F)(F)F